IC1=CC=CC2=CC=CC=C12 iodonaphthalen